N-((3S,4S)-3-((6-(2,6-dichloro-3,5-dimethoxyphenyl)-8-(((tetrahydro-2H-pyran-4-yl)methyl)amino)pyrido[3,4-d]pyrimidin-2-yl)amino)tetrahydro-2H-pyran-4-yl)acrylamide ClC1=C(C(=C(C=C1OC)OC)Cl)C1=CC2=C(N=C(N=C2)N[C@@H]2COCC[C@@H]2NC(C=C)=O)C(=N1)NCC1CCOCC1